C(CCCCCCCCCCCCCCCCCCCCCC)OC[C@@H](OCCCCCCCCCCCCCCCCCCCCCCC)CO 1,2-di(tricosanyl)-sn-glycerol